COC=1C=C2C(=C(C=NC2=CC1OC)S(=O)(=O)C1=CC=C(C=C1)OC)N1CCN(C(CC1)=O)C 1-(6,7-dimethoxy-3-((4-methoxyphenyl)sulfonyl)quinolin-4-yl)-4-methyl-1,4-diazepan-5-one